1-(4-((1R,2S)-6-hydroxy-2-(pyridin-3-yl)-1,2,3,4-tetrahydronaphthalen-1-yl)phenyl)piperidine-4-carbaldehyde OC=1C=C2CC[C@@H]([C@@H](C2=CC1)C1=CC=C(C=C1)N1CCC(CC1)C=O)C=1C=NC=CC1